C(C)(C)(C)OC(=O)C1=NC(=CC=C1C=1C=NN(C1)CC=1C=C(C=CC1)C1=CC=CC=C1)N1CC2=C(C=CC=C2CC1)C(NC=1SC2=C(N1)C=CC=C2)=O 6-[8-(1,3-benzothiazol-2-ylcarbamoyl)-3,4-dihydroisoquinolin-2(1H)-yl]-3-[1-(biphenyl-3-ylmethyl)-1H-pyrazol-4-yl]pyridine-2-carboxylic acid tert-butyl ester